CC1(OCCO1)CC(C)C 2-methyl-2-isobutyl-1,3-dioxolan